6-Acetyl-5-methyl-2-(5-methyl-pyridin-2-ylamino)-8-piperidin-4-yl-8H-pyrido[2,3-d]pyrimidin-7-one C(C)(=O)C1=C(C2=C(N=C(N=C2)NC2=NC=C(C=C2)C)N(C1=O)C1CCNCC1)C